[N+](=O)([O-])C1=C(C(=C(C(=C1C)C)C)C)[N+](=O)[O-] 1,2-dinitro-tetramethyl-benzene